4-(2-((S)-2-methylazetidin-1-yl)-6,7-dihydro-5H-cyclopenta[d]pyrimidin-4-yl)-1,1a,6,6a-tetrahydrocyclopropa[a]indene-1-carboxylic acid C[C@@H]1N(CC1)C=1N=C(C2=C(N1)CCC2)C2=CC=1CC3C(C1C=C2)C3C(=O)O